5-bromo-7-(4-(trifluoromethyl)phenoxy)-2,3-dihydrobenzo[b]-[1,4]dioxine BrC1=CC(=CC=2OCCOC21)OC2=CC=C(C=C2)C(F)(F)F